(2-[4-(2-fluoro-ethoxy)-phenyl]-imidazo[1,2-a]pyridin-7-yl)-dimethyl-amine FCCOC1=CC=C(C=C1)C=1N=C2N(C=CC(=C2)N(C)C)C1